FC(C(=O)O)(F)F.NCCNC(=O)NC1=NC=2N(C=C1)N=C(C2C2=CC(=NC(=C2)C)Cl)C2=CC(=CC=C2)C#N 1-(2-aminoethyl)-3-[3-(2-chloro-6-methyl-4-pyridinyl)-2-(3-cyanophenyl)pyrazolo[1,5-a]pyrimidin-5-yl]urea trifluoroacetate